FC1=C(C=CC(=C1)C1=NNC(OC1)=O)C1=CC=C(C=C1)C#N 2'-fluoro-4'-(2-oxo-3,6-dihydro-2H-1,3,4-oxadiazin-5-yl)biphenyl-4-carbonitrile